ClC=1C=CC2=C(C(=NCC(N2C)=O)C2=CC=CC=C2)C1 7-chloro-1-methyl-5-phenyl-3H-1,4-benzodiazepine-2-one